C(#N)C=1C(=NC(=C(C1OC)C#N)N1CCN(CCC1)CCO)SC(C(=O)N)C1=CC=CC=C1 2-((3,5-dicyano-6-(4-(2-hydroxyethyl)-1,4-diazepan-1-yl)-4-methoxypyridin-2-yl)thio)-2-phenylacetamide